C12CNC(CC1)C2 3-azabicyclo[2.2.1]heptan